tert-Butyl (2-((dimethylamino)methyl)quinolin-8-yl)carbamate CN(C)CC1=NC2=C(C=CC=C2C=C1)NC(OC(C)(C)C)=O